FC=1C=C(OC(C(=O)N2CCN(CC2)S(=O)(=O)C=2C=CC(=C(C(=O)O)C2)C)(C)C)C=CC1F 5-((4-(2-(3,4-difluorophenoxy)-2-methylpropanoyl)piperazin-1-yl)sulfonyl)-2-methylbenzoic acid